C1(CCCCC1)C[C@H](C(=O)N1CC(C(CC1)(O)CN1C=NC(=CC1=O)C=1C=NC=NC1)(C)C)C 1-((1-((R)-3-cyclohexyl-2-methylpropanoyl)-4-hydroxy-3,3-dimethylpiperidin-4-yl)methyl)-[4,5'-bipyrimidine]-6(1H)-one